C(C)S(=O)(=O)C1=CC=C(CC2=C(C(=O)N)C=CC(=C2OC)N2CC(CC2)C2=CC=C(C=C2)C(F)(F)F)C=C1 (4-(ethylsulfonyl)benzyl)-3-methoxy-4-(3-(4-(trifluoromethyl)phenyl)pyrrolidin-1-yl)benzamide